1-N'-(4-fluorophenyl)-1-N-[4-[7-methoxy-6-[[(2R)-pyrrolidin-2-yl]methylcarbamoyl]quinolin-4-yl]oxyphenyl]cyclopropane-1,1-dicarboxamide FC1=CC=C(C=C1)NC(=O)C1(CC1)C(=O)NC1=CC=C(C=C1)OC1=CC=NC2=CC(=C(C=C12)C(NC[C@@H]1NCCC1)=O)OC